C(C)OC(C(CCCN(C)CCC1=CC(=C(C=C1)OC)OC)(CC)C1=CC(=C(C=C1)OC)OC)=O.ClCC1=CC=C(CCN2CCOCC2)C=C1 4-(4-(chloromethyl)phenethyl)morpholine Ethyl-5-((3,4-dimethoxyphenethyl)(methyl)amino)-2-(3,4-dimethoxyphenyl)-2-ethylpentanoate